vinyl-tris(trimethylsiloxy)silane C(=C)[Si](O[Si](C)(C)C)(O[Si](C)(C)C)O[Si](C)(C)C